N1=C2C(OCC=CC=C1)=CC=C1N2C=CN1C#N imidazo[1',2':1,6]pyrido[3,2-b][1,4]oxazonine-10-carbonitrile